C(C)N=C=NCCCN(C)C Ethyl-[3-(dimethylamino)propyl]carbodiimide